pyrido[2,3-b]pyridin N1=CC=CC=2C1=NC=CC2